IC=1C=NN(C1)CC1=CC=C(C=N1)C1=NOC(=N1)C(F)(F)F 3-[6-[(4-iodopyrazol-1-yl)methyl]-3-pyridyl]-5-(trifluoromethyl)-1,2,4-oxadiazole